N(=C=O)CC(CCCN=C=O)C 1,5-Diisocyanato-2-methylpentan